1-(4-(tert-butyl)phenyl)-6-oxo-1,6-dihydropyridazin C(C)(C)(C)C1=CC=C(C=C1)N1N=CC=CC1=O